C(C1=CC=CC=C1)(=O)OC=1C(=NC=C(C1)Cl)S(N[C@H](C(=O)OC(C)(C)C)C(C)C1=C(C(=CC=C1F)C)C)(=O)=O 2-(N-((2S)-1-(tert-butoxy)-3-(6-fluoro-2,3-dimethylphenyl)-1-oxobutan-2-yl)sulfamoyl)-5-chloropyridin-3-yl benzoate